(1R,3R)-2,2-dichloro-N-(4-chloro-3-(2-methyl-2-phenylhydrazine-1-carbonyl)phenyl)-3-(3,5-dichlorophenyl)cyclopropane-1-carboxamide ClC1([C@H]([C@@H]1C1=CC(=CC(=C1)Cl)Cl)C(=O)NC1=CC(=C(C=C1)Cl)C(=O)NN(C1=CC=CC=C1)C)Cl